2-(4-(5-ethyl-6-(8-methyl-[1,2,4]triazolo[1,5-a]pyridin-6-yl)-1H-indazol-3-yl)piperidin-1-yl)acetonitrile C(C)C=1C=C2C(=NNC2=CC1C=1C=C(C=2N(C1)N=CN2)C)C2CCN(CC2)CC#N